CC1=CC=CC(=N1)C1=C(N=CN1)C=1C=C2C(=C(C=NC2=CC1)C1=CC(=NN1)C1CCNCC1)O 6-[5-(6-methyl-2-pyridyl)-1H-imidazol-4-yl]-3-[3-(4-piperidyl)-1H-pyrazol-5-yl]quinolin-4-ol